ClC=1C=C(C=CC1Cl)NC(=O)[C@@H]1[C@H]2C[C@@H]([C@@H]([C@@H]1C1=CC(=NC=C1)F)O2)O (1R,2S,3S,4R,5S)-N-(3,4-dichlorophenyl)-3-(2-fluoropyridin-4-yl)-5-hydroxy-7-oxabicyclo[2.2.1]heptane-2-carboxamide